tert-butyl (3RS)-3-({4-[3-(2-fluoro-5-methylphenyl)-1H-pyrrolo[3,2-b]pyridin-2-yl]pyridin-3-yl}oxy)pyrrolidine-1-carboxylate FC1=C(C=C(C=C1)C)C1=C(NC=2C1=NC=CC2)C2=C(C=NC=C2)O[C@H]2CN(CC2)C(=O)OC(C)(C)C |r|